thietin S1C=CC1